C(C)(C)(C)N(C(O)=O)C=1C=NC(=C(C1)Cl)N1N=CC(=N1)C(C)O.N1=CC=CC2=C1N(C=1CCCCC21)N2CC1=CC=CC=C1C=C2 (R)-2-(5,6,7,8-tetrahydro-9H-pyrido[2,3-b]indol-9-yl)isoquinoline tert-butyl-(5-chloro-6-(4-(1-hydroxyethyl)-2H-1,2,3-triazol-2-yl)pyridin-3-yl)carbamate